FC1=CC=C(C=C1)C(N1CC(N(CC1)C1=CC(N(C=2C=CC(=NC12)C#N)C)=O)C1CC1)C1=CC=C(C=C1)F 8-(4-(bis(4-fluorophenyl)methyl)-2-cyclopropylpiperazin-1-yl)-5-methyl-6-oxo-5,6-dihydro-1,5-naphthyridine-2-carbonitrile